(E)-4-amino-2-(6-(benzyloxy)-4-methyl-3-oxohex-1-en-1-yl)benzonitrile NC1=CC(=C(C#N)C=C1)\C=C\C(C(CCOCC1=CC=CC=C1)C)=O